ClC=1C(=C(NC2=NC=NC3=CC=C(C=C23)C2CN(C2)C(=O)OC(C)(C)C)C=CC1F)F tert-butyl 3-[4-(3-chloro-2,4-difluoro-anilino)quinazolin-6-yl]azetidine-1-carboxylate